N(=[N+]=[N-])CC[C@@H](CC(=O)O)NC(=O)C1=NN(C(=C1)C1=C(C=CC=C1)C(F)(F)F)C1CCCC1 (S)-5-azido-3-(1-cyclopentyl-5-(2-(trifluoromethyl)phenyl)-1H-pyrazole-3-carboxamido)pentanoic acid